3-(difluoromethoxy)azetidine-1-carboxamide FC(OC1CN(C1)C(=O)N)F